FC1=C2C(NC(N(C2=CC=C1)CC1=CC(=C(C=C1)F)C(NCC1=CC=C(C=C1)OC)=O)=O)=O 5-Fluoro-1-(4-fluoro-3-(4-methoxybenzylcarbamoyl)benzyl)quinazoline-2,4(1H,3H)-dione